CN1CCN(CC1)C1=CC=C(C=C1)NC=1N=C(C2=C(N1)NC=C2)N2N=CCC2C2=CC=CC=C2 N-(4-(4-methyl-piperazin-1-yl)phenyl)-4-(5-phenyl-4,5-dihydro-1H-pyrazol-1-yl)-7H-pyrrolo[2,3-d]pyrimidin-2-amine